(7S,14R)-9-(2,6-difluorophenyl)-14-fluoro-3,7-dimethyl-18-thia-2,4,5,8-tetrazatetracyclo[8.8.0.02,6.011,17]octadeca-1(10),3,5,8,11(17)-pentaene FC1=C(C(=CC=C1)F)C1=N[C@H](C2=NN=C(N2C=2SC=3CC[C@@H](CCC3C12)F)C)C